N[C@@H]1CC[C@H](CC1)OC=1C=CC2=C(\C(\C(C=3C(=NC=NC23)N)(C)C)=N/OCC(C)C)C1 (6Z)-8-(trans-4-aminocyclohexyloxy)-6-isobutoxyimino-5,5-dimethyl-benzo[h]quinazolin-4-amine